piperidineamide dihydrochloride Cl.Cl.N1(CCCCC1)C(=O)N